O=CC(C)=CC(C=C(C)C)=O oxophorone